1-(5-tert-butylisoxazol-3-yl)-3-(2-chloro-4-(4-(4-(2-morpholinoethoxy)phenyl)-1H-1,2,3-triazol-1-yl)phenyl)urea C(C)(C)(C)C1=CC(=NO1)NC(=O)NC1=C(C=C(C=C1)N1N=NC(=C1)C1=CC=C(C=C1)OCCN1CCOCC1)Cl